n-propylphenylsilanediol C(CC)[Si](O)(O)C1=CC=CC=C1